C(C)(C)(C)C=1C=C(N(N1)C1CCNCC1)NC(=O)NC1=CC=C(C=C1)N1C=NC2=C1C=CC(=C2)OC 1-(5-tert-butyl-2-piperidin-4-yl-2H-pyrazol-3-yl)-3-[4-(5-methoxy-benzoimidazol-1-yl)-phenyl]-urea